(E)-1-(2,4-difluorostyryl)isoquinoline FC1=C(/C=C/C2=NC=CC3=CC=CC=C23)C=CC(=C1)F